COCOC1=C(C=CC=C1)C1=CC(=CC(=C1)C(C)(C)CC)C(C)(C)CC (methoxymethoxy)-3',5'-di-tert-amyl-[1,1'-biphenyl]